(R)-(1-(2-fluoro-5-hydroxypyridin-4-yl)-8-methyl-3-(3-methyl-1,2,4-thiadiazol-5-yl)-5,6-dihydroimidazo[1,5-a]pyrazin-7(8H)-yl)(4-fluorophenyl)methanone FC1=NC=C(C(=C1)C=1N=C(N2C1[C@H](N(CC2)C(=O)C2=CC=C(C=C2)F)C)C2=NC(=NS2)C)O